3,6-diphenyl-4,5-dicyanocyclohexene C1(=CC=CC=C1)C1C=CC(C(C1C#N)C#N)C1=CC=CC=C1